1-(4-aminobutyl)-4-(dimethylamino)quinazolin-2(1H)-one NCCCCN1C(N=C(C2=CC=CC=C12)N(C)C)=O